N-[4-chloro-2-(3-pyridinyl)thiazol-5-yl]-N-ethyl-3-methylsulfonyl-propionamide ClC=1N=C(SC1N(C(CCS(=O)(=O)C)=O)CC)C=1C=NC=CC1